2,3-DIBROMO-4-OXO-BUTYRIC ACID BrC(C(=O)O)C(C=O)Br